C(C1=CC=CC=C1)NC1C(CC(C1)O[Si](C1=CC=CC=C1)(C1=CC=CC=C1)C(C)(C)C)O 2-(benzylamino)-4-((tert-butyldiphenylsilyl)oxy)cyclopentanol